N-ethyl-2-(tetrahydro-2H-pyran-4-carbonyl)-N-(2,2,2-trifluoro-1-(4-fluorophenyl)ethyl)-1,2,3,4-tetrahydroisoquinoline-7-sulfonamide C(C)N(S(=O)(=O)C1=CC=C2CCN(CC2=C1)C(=O)C1CCOCC1)C(C(F)(F)F)C1=CC=C(C=C1)F